ethyl 2-(2-((2-chlorobenzofuran-4-yl)methoxy)phenyl)acetate ClC=1OC2=C(C1)C(=CC=C2)COC2=C(C=CC=C2)CC(=O)OCC